BrC=1N=C(N2C1C=NC(=C2)C)C(=O)O 1-bromo-6-methyl-imidazo[1,5-a]pyrazine-3-carboxylic acid